tert-Butyl 4-(5-(4-chlorophenyl)thieno[2,3-d]pyrimidin-4-yl)piperazine-1-carboxylate ClC1=CC=C(C=C1)C1=CSC=2N=CN=C(C21)N2CCN(CC2)C(=O)OC(C)(C)C